2-(2-(6-Oxaspiro[4.5]decan-9-yl)pyridin-3-yl)-N-(3-chlorophenyl)ethylamine C1CCCC12OCCC(C2)C2=NC=CC=C2CCNC2=CC(=CC=C2)Cl